5-(4-((2-(1,1-difluoroethyl)-5-fluoro-3-oxo-4H-quinoxalin-6-yl)methyl)piperazine-1-yl)-6-methyl-N-(methyl-d3)pyridine-2-carboxamide FC(C)(F)C1=NC2=CC=C(C(=C2NC1=O)F)CN1CCN(CC1)C=1C=CC(=NC1C)C(=O)NC([2H])([2H])[2H]